(2-adamantyl)-N-[2-[(R)-methylamino(phenyl)methyl]-1H-benzimidazol-5-yl]acetamide C12C(C3CC(CC(C1)C3)C2)CC(=O)NC2=CC3=C(NC(=N3)[C@@H](C3=CC=CC=C3)NC)C=C2